ClC=1C=C(C=CC1C(=O)N1CCN(CC1)C(=O)C1NC(CC1)=O)NC(=O)C=1N(C(=CN1)C1=C(C(=C(C=C1)OC)F)F)C N-[3-chloro-4-[4-(5-oxopyrrolidine-2-carbonyl)piperazine-1-carbonyl]phenyl]-5-(2,3-difluoro-4-methoxy-phenyl)-1-methyl-imidazole-2-carboxamide